p-coumaroyltyramine C1=CC(=CC=C1CCNC(=O)/C=C/C2=CC=C(C=C2)O)O